3-methoxyphenoxyethanol COC=1C=C(OC(C)O)C=CC1